CC1CN(CCN1C)C1=C(C=C(C(=C1)F)C=1CN(CC1)C(=O)N1CCCC1)NC(=O)C1=CNC(C=C1)=O N-(2-(3,4-dimethylpiperazin-1-yl)-4-fluoro-5-(1-(pyrrolidine-1-carbonyl)-2,5-dihydro-1H-pyrrol-3-yl)phenyl)-6-oxo-1,6-dihydropyridine-3-carboxamide